FC1(CC(C1)C(=O)C1=CC(=CC(=C1)F)F)F (3,3-difluorocyclobutyl)(3,5-difluorophenyl)methanone